C(CCCCCCCCC)C1=CC=C(C=C)C=C1 p-n-decylstyrene